O=S1(N(CC(N1)=O)C1=C(C=C(C=C1O)C=1C(=NN2C1CCCC2)C(=O)NCCC(C)C)F)=O 3-(4-(1,1-Dioxo-4-oxo-1,2,5-thiadiazolidin-2-yl)-3-fluoro-5-hydroxyphenyl)-N-isopentyl-4,5,6,7-tetrahydropyrazolo[1,5-a]pyridine-2-carboxamide